5-[4-Fluoro-3-(trifluoromethyl)phenyl]-2-(propan-2-yl)pyrazolo[1,5-a]pyridine-3-carboxylic acid ethyl ester C(C)OC(=O)C=1C(=NN2C1C=C(C=C2)C2=CC(=C(C=C2)F)C(F)(F)F)C(C)C